Vinylideneguaninelactic acid pentadecyl ester C(CCCCCCCCCCCCCC)OC(C(O)C(NC=1NC(C=2NC=NC2N1)=O)=C=C)=O